4-(1,2-benzisothiazol-3-yl)-1-piperazine C1CN(CCN1)C2=NSC3=CC=CC=C32